C1(C=CC2=CC=CC=C12)C(C(=O)C1C=CC2=CC=CC=C12)=O indenyldiketone